C1(CCC1)C[C@H](C(=O)N1CC2(CCCC2)[C@](CC1)(O)CN1C=C(C(=CC1=O)C1CC1)C(=O)N(C)C)C 1-(((S)-7-((R)-3-cyclobutyl-2-methylpropanoyl)-10-hydroxy-7-azaspiro[4.5]decan-10-yl)methyl)-4-cyclopropyl-N,N-dimethyl-6-oxo-1,6-dihydropyridine-3-carboxamide